NCC(C)(O)CN 3-amino-2-(aminomethyl)-2-propanol